N-((4-Hydroxypyrrolidin-3-yl)methyl)methanesulfonamide OC1C(CNC1)CNS(=O)(=O)C